NC1=C2C(=C3C(=N1)C=C(N3)C(=O)N(C)[C@@H]3COCC1=CC(=CC(=C31)F)Br)COC2 (S)-5-amino-N-(7-bromo-5-fluoroisochroman-4-yl)-N-methyl-6,8-dihydro-1H-furo[3,4-d]pyrrolo[3,2-b]pyridine-2-carboxamide